C(C1=CC=CC=C1)(=S)[O-].C[N+](C)(C)C tetra-methylammonium thiobenzoate